(2'S)-5-chloro-N,2'-dimethyl-1'-[(1-phenylpyrazol-4-yl)methyl]spiro[1H-isobenzofuran-3,4'-piperidine]-1-carboxamide ClC=1C=C2C(=CC1)C(OC21C[C@@H](N(CC1)CC=1C=NN(C1)C1=CC=CC=C1)C)C(=O)NC